N1(CCCCC1)C=1SC=2C(=NC(=C(C2)N)N2CCCC2)N1 2-(piperidin-1-yl)-5-(pyrrolidin-1-yl)thiazolo[4,5-b]pyridin-6-amine